(R)-4-((3-(but-2-ynamido)piperidin-1-yl)methyl)-N-(4-(4-morpholino-7H-pyrrolo[2,3-d]pyrimidin-6-yl)phenyl)picolinamide C(C#CC)(=O)N[C@H]1CN(CCC1)CC1=CC(=NC=C1)C(=O)NC1=CC=C(C=C1)C1=CC2=C(N=CN=C2N2CCOCC2)N1